(1R,2S,5R)-1-Amino-5-(2-boronoethyl)-2-(((2S,3R)-2-((tert-butoxycarbonyl)amino)-3-hydroxybutanamido)methyl)cyclohexane-1-carboxylic acid N[C@]1([C@@H](CC[C@H](C1)CCB(O)O)CNC([C@H]([C@@H](C)O)NC(=O)OC(C)(C)C)=O)C(=O)O